N-Ethyl-N-methyl-3-(2-piperidyl)aniline C(C)N(C1=CC(=CC=C1)C1NCCCC1)C